1,2,3,4-tetrahydroisoquinoline-3-formic acid C1NC(CC2=CC=CC=C12)C(=O)O